(Z)-6-methyl-6-((4-methylpiperazin-1-yl)methyl)cycloocta-2-en-1-ol CC1(CC\C=C/C(CC1)O)CN1CCN(CC1)C